ClC1=C(C=CC(=C1)C)N(C=1C=CC(=C(C(=O)N2CCN(CC2)CC2=NC3=C(N2C[C@H]2OCC2)C=C(C=C3)C(=O)O)C1)F)C 2-[(4-{5-[(2-chloro-4-methylphenyl)(methyl)amino]-2-fluorobenzoyl}piperazin-1-yl)methyl]-1-{[(2S)-oxetan-2-yl]methyl}-1H-1,3-benzodiazole-6-carboxylic acid